Cl.NC1C2CN(CC12)CC1=CC=C(C=C1)N1C(N=C(C=C1)NC(=O)N1CCN(CC1)C(C(CN)(C)N)=O)=O N-(1-(4-((exo-6-Amino-3-azabicyclo[3.1.0]hexan-3-yl)methyl)phenyl)-2-oxo-1,2-dihydropyrimidin-4-yl)-4-(2,3-diamino-2-methylpropanoyl)piperazine-1-carboxamide Hydrochloride Salt